FC1(CC2=C(S1(=O)=O)C=C(C(=C2)OC)OC)CC2CCN(CC2)CC2=CC(=CC=C2)F 2-fluoro-2-((1-(3-fluorobenzyl)piperidin-4-yl)methyl)-5,6-dimethoxy-2,3-dihydrobenzo[b]thiophene 1,1-dioxide